5-Hydroxymethylfurfural OCC1=CC=C(C=O)O1